rac-(1r,2s)-methyl 1-(2-methoxy-5-methylphenyl)-2-(p-tolyl)cyclopropanecarboxylate COC1=C(C=C(C=C1)C)[C@@]1([C@@H](C1)C1=CC=C(C=C1)C)C(=O)OC |r|